FC1=CC=C2C(CC(C2=C1F)=C(C#N)C#N)=O 6,7-difluoro-1-(dicyanomethylene)-3-indanone